CC1=C(C(=CC=C1)C)C=1C=C2OC3=CC=CC(C(NC4=CC=CC(S(NC(N1)=N2)(=O)=O)=C4)=O)=C3C Racemic-5-(2,6-dimethylphenyl)-21-methyl-9,9-dioxo-2-oxa-9λ6-thia-6,8,15,23-tetrazatetracyclo[15.3.1.13,7.110,14]tricosa-1(20),3,5,7(23),10(22),11,13,17(21),18-nonaen-16-one